C[C@H]1CN(C[C@H](N1)C)C1=CC=C(C=C1)NC=1C(=NC(=C(N1)C(F)(F)F)C=1C2=C(C=NC1)N(C=N2)C)C(=O)N 3-((4-((3S,5R)-3,5-dimethylpiperazin-1-yl)phenyl)amino)-6-(3-methyl-3H-imidazo[4,5-c]pyridin-7-yl)-5-(trifluoromethyl)pyrazine-2-carboxamide